aluminium tri-sec-butoxide CC([O-])CC.CC([O-])CC.CC([O-])CC.[Al+3]